(3S,4R)-4-{[5-bromo-7-(2-methylpropyl)imidazo[4,3-f][1,2,4]triazin-2-yl]amino}oxan-3-ol BrC=1N=C(N2N=C(N=CC21)N[C@H]2[C@@H](COCC2)O)CC(C)C